2,4-dimethylbenzo[d][1,3]Dioxazole-5-carboxylic acid CN1OC2=C(O1)C=CC(=C2C)C(=O)O